(2S,3S)-1-benzhydryl-2-methylazetidin-3-ol C(C1=CC=CC=C1)(C1=CC=CC=C1)N1[C@H]([C@H](C1)O)C